CON(C(=O)[C@H]1CN(CCC1)C(=O)OC(C)(C)C)C tert-butyl (3R)-3-[methoxy(methyl)carbamoyl]piperidine-1-carboxylate